N1(CCC1)C(=O)N1CCC(CC1)CO azetidin-1-yl-(4-(hydroxymethyl)piperidin-1-yl)methanone